N-(2-((2-(Dimethylamino)ethyl)(methyl)amino)-4-methoxy-5-((5-(3-methyl-1,2,4-oxadiazol-5-yl)-4-(1-methyl-1H-indol-3-yl)pyrimidin-2-yl)amino)phenyl)acrylamide CN(CCN(C1=C(C=C(C(=C1)OC)NC1=NC=C(C(=N1)C1=CN(C2=CC=CC=C12)C)C1=NC(=NO1)C)NC(C=C)=O)C)C